FC(OC1=CC(=NN1)NC1=NC(=CN=C1)[C@H]1CNCCC1)F (R)-N-(5-(difluoromethoxy)-1H-pyrazol-3-yl)-6-(piperidin-3-yl)pyrazin-2-amine